N1(CCCCC1)C1=CC=C(C=C1)C(C#C)(O)C1=CC=C(C=C1)N1CCCCC1 1,1-bis(4-(piperidin-1-yl)phenyl)prop-2-yn-1-ol